C(C)(C)(C)OC(=O)N1C[C@@H](O[C@H](C1)C)CO (2R,6S)-2-(Hydroxymethyl)-6-methylmorpholine-4-carboxylic acid tert-butyl ester